3,4,5,6-tetrafluorophthalic acid diglycidyl ester C(C1CO1)OC(C=1C(C(=O)OCC2CO2)=C(C(=C(C1F)F)F)F)=O